5-pentyl-N-(pyridin-4-yl)picolinamide hydrogen chloride Cl.C(CCCC)C=1C=CC(=NC1)C(=O)NC1=CC=NC=C1